methyl (S)-2-((1-(5-(4-chloro-2-fluorobenzyl)thiazole-2-carbonyl)piperidin-4-yl)methyl)-3-(oxetan-2-ylmethyl)-3H-imidazo[4,5-b]pyridine-5-carboxylate ClC1=CC(=C(CC2=CN=C(S2)C(=O)N2CCC(CC2)CC2=NC=3C(=NC(=CC3)C(=O)OC)N2C[C@H]2OCC2)C=C1)F